2,2-difluoro-1-(1-phenyl-1H-pyrrol-2-yl)ethan-1-ol FC(C(O)C=1N(C=CC1)C1=CC=CC=C1)F